COC([C@H](CC1=CC=C(C=C1)N1C(C2(C=3C1=NC=CC3)CC2)=O)N)=O (S)-2-amino-3-(4-(2'-oxospiro[cyclopropane-1,3'-pyrrolo[2,3-b]pyridine]-1'(2'H)-yl)phenyl)propanoic acid methyl ester